1-methyl-N-((6-(thiazol-4-ylmethoxy)-5-vinyl-1H-indol-2-yl)methyl)cyclopropane-1-carboxamide CC1(CC1)C(=O)NCC=1NC2=CC(=C(C=C2C1)C=C)OCC=1N=CSC1